6-[[(E)-4-aminobut-2-enyl]amino]-5-nitro-pyridine-3-carboxamide NC/C=C/CNC1=C(C=C(C=N1)C(=O)N)[N+](=O)[O-]